FC1=C(CC2=NC3=C(N2[C@@H]2COCC2(C)C)C=C(C=C3F)C(=O)O)C=C(C(=C1)C1=NC(=CC=C1)OCC1=C(C=C(C=C1)C(F)(F)F)F)F (S)-2-(2,5-difluoro-4-(6-((2-fluoro-4-(trifluoromethyl)benzyl)oxy)pyridin-2-yl)benzyl)-1-(4,4-dimethyltetrahydrofuran-3-yl)-4-fluoro-1H-benzo[d]imidazole-6-carboxylic acid